ClC1=CC=2C(=NN(N2)C2=C(C(=CC(=C2)C(C)(C)C)C(C)(C)C)O)C=C1 2-{5-chloro-(2H)-benzotriazol-2-yl}-4,6-di-tert-butylphenol